BrC1=C(SC=2N=NC(=CC21)Cl)C2CCN(CC2)C(=O)OC(C)(C)C tert-butyl 4-(5-bromo-3-chlorothieno[2,3-c]pyridazin-6-yl)piperidine-1-carboxylate